C(C)OCCN1N=CC(=C1)NC=1OC(=CN1)C1=CC=C(C=C1)N1C(NCC1)=O 1-(4-{2-[1-(2-Ethoxy-ethyl)-1H-pyrazol-4-ylamino]-oxazol-5-yl}-phenyl)-imidazolidin-2-one